NC1=C(N=C(C=2C(NNC(C21)=O)=O)Cl)C2=CC=CC=C2 8-amino-5-chloro-7-phenylpyrido[3,4-d]pyridazine-1,4(2h,3h)-dione